1-(Cyclopropyl(1H-imidazol-5-yl)methyl)-4-(dimethylamino)-7-(trifluoromethyl)quinazolin-2(1H)-one C1(CC1)C(N1C(N=C(C2=CC=C(C=C12)C(F)(F)F)N(C)C)=O)C1=CN=CN1